4-chloro-5-(2,2-dimethylpiperidin-4-yl)-7H-pyrrolo[2,3-d]pyrimidine ClC=1C2=C(N=CN1)NC=C2C2CC(NCC2)(C)C